O1CCNC[C@@]12CN(CCC2)C=2C=CC(=NC2)NC=2C=CC(=C1CNC(C21)=O)C2=CN=C1N2C=CC(=C1)F (S)-7-((5-(1-oxa-4,8-diaza-spiro[5.5]undecan-8-yl)pyridin-2-yl)amino)-4-(7-fluoroimidazo[1,2-a]pyridin-3-yl)isoindolin-1-one